O1COC=C1 1,3-Dioxol